2,3-diethyl-2-butene C(C)C(C)=C(C)CC